5-(tert-butyl)-11-(difluoromethoxy)-9-fluoro-2-oxo-1,2,5,6-tetrahydropyrido[2',1':2,3]imidazo[4,5-h]quinoline-3-carboxylic acid C(C)(C)(C)C1C=2C=C(C(NC2C2=C(C1)N1C(=N2)C(=CC(=C1)F)OC(F)F)=O)C(=O)O